phenyl (Z)-4-(3-((1-(3-chlorophenyl)-2,5-dioxopyrrolidin-3-ylidene)methyl)phenoxy)benzoate ClC=1C=C(C=CC1)N1C(\C(\CC1=O)=C/C=1C=C(OC2=CC=C(C(=O)OC3=CC=CC=C3)C=C2)C=CC1)=O